OCCOCCOCCOCCOCCON(C(OC(C)(C)C)=O)C tert-butyl N-[2-[2-[2-[2-(2-hydroxyethoxy)ethoxy] ethoxy]ethoxy]ethoxy]-N-methyl-carbamate